1-((1,1-dioxo-2,3-dihydrobenzo[b]thiophen-6-yl)methyl)-1,3-dihydro-2H-benzo[d]imidazol-2-one O=S1(C2=C(CC1)C=CC(=C2)CN2C(NC1=C2C=CC=C1)=O)=O